tert-Butyl 2-(3-amino-4-{[(2S)-2-(benzyloxycarbonylamino)-2-(4,4-difluorocyclohexyl)-acetyl]amino}-2-fluorophenyl)-4,4,4-trifluorobutanoate NC=1C(=C(C=CC1NC([C@H](C1CCC(CC1)(F)F)NC(=O)OCC1=CC=CC=C1)=O)C(C(=O)OC(C)(C)C)CC(F)(F)F)F